(1S,3R)-3-acetylamino-N-(4-(4-fluoro-1-isopropyl-1H-benzo[d]imidazol-6-yl)-5-methylpyridin-2-yl)cyclohexane-1-carboxamide C(C)(=O)N[C@H]1C[C@H](CCC1)C(=O)NC1=NC=C(C(=C1)C=1C=C(C2=C(N(C=N2)C(C)C)C1)F)C